CC=1N=CN(C1)C1=CCC2C3CC=C4C[C@H](CC[C@@]4(C3CC[C@]12C)C)NC(C1=CC=C(C=C1)C#N)=O N-((3S,10R,13S)-17-(4-methyl-1H-imidazol-1-yl)-10,13-dimethyl-2,3,4,7,8,9,10,11,12,13,14,15-Dodecahydro-1H-cyclopenta[a]phenanthrene-3-yl)-4-cyanobenzamide